6-chloro-2-oxo-1,2-dihydroquinoline-3-carbaldehyde ClC=1C=C2C=C(C(NC2=CC1)=O)C=O